acryloyloxynonamethyltetrasiloxane C(C=C)(=O)O[Si](O[Si](O[Si](O[Si](C)(C)C)(C)C)(C)C)(C)C